ethyl (3,3,3-trifluoro-n-propyl) sulfide FC(CCSCC)(F)F